N-(2-(5-((2R,3R)-3-amino-2-methylpiperidine-1-carbonyl)-7-methoxy-1-methyl-1H-benzo[d]imidazol-2-yl)-1-(cyclopropylmethyl)-1H-pyrrolo[2,3-b]pyridin-6-yl)-N-ethylmethanesulfonamide N[C@H]1[C@H](N(CCC1)C(=O)C1=CC2=C(N(C(=N2)C2=CC=3C(=NC(=CC3)N(S(=O)(=O)C)CC)N2CC2CC2)C)C(=C1)OC)C